1-(4-((4-((3S,4S)-4-(3,4-dihydroisoquinolin-2(1H)-yl)-3-hydroxypiperidine-1-carbonyl)-5-methoxypyridin-2-yl)amino)piperidin-1-yl)ethan-1-one C1N(CCC2=CC=CC=C12)[C@@H]1[C@H](CN(CC1)C(=O)C1=CC(=NC=C1OC)NC1CCN(CC1)C(C)=O)O